CC=1C(=C(C=CC1)O)CCCCC methyl-2-pentylphenol